N[C@](C(=O)O)(CCCC=C)C (S)-2-amino-2-methylHept-6-enoic acid